O=C1NC(CCC1N1C(C2=CC=C(C=C2C1=O)N1CC(C1)NC(=O)C1=NC=C(C=C1)N1CCN(CC1)CC=1C=NC=2C=C(C(NC2C1)=O)CC)=O)=O N-(1-(2-(2,6-dioxopiperidin-3-yl)-1,3-dioxoisoindoline-5-yl)azetidin-3-yl)-5-(4-((7-Ethyl-6-oxo-5,6-dihydro-1,5-naphthyridin-3-yl)methyl)piperazin-1-yl)pyridine-2-carboxamide